NC=1C=C(OC2=CC=C(C=C2)P(C2=CC=CC=C2)(C2=CC=C(C=C2)OC2=CC(=CC=C2)N)=O)C=CC1 bis[4-(3-aminophenoxy)phenyl]phenyl-phosphine oxide